2,N-dicyclohexyl-2-[2-(4-methoxy-3,5-dimethyl-phenyl)-benzimidazol-1-yl]-acetamide C1(CCCCC1)C(C(=O)NC1CCCCC1)N1C(=NC2=C1C=CC=C2)C2=CC(=C(C(=C2)C)OC)C